2-[1,4]diazepan-1-yl-1-phenyl-1H-pyrrolo[2,3-b]pyridine-3-carbaldehyde trifluoroacetic acid salt FC(C(=O)O)(F)F.N1(CCNCCC1)C1=C(C=2C(=NC=CC2)N1C1=CC=CC=C1)C=O